9,9-bis(methoxycarbonylethyl)fluorene COC(=O)CCC1(C2=CC=CC=C2C=2C=CC=CC12)CCC(=O)OC